FC1=CC=C(CN2N=CC(=C2)C(=O)N2CC3(CN(C3)C(=O)C3(OCC3)C)[C@@H](C2)COCC2=C(C(=O)O)C(=CC=C2)C2CCC(CC2)C(F)(F)F)C=C1 2-((((8S)-6-(1-(4-fluorobenzyl)-1H-pyrazole-4-carbonyl)-2-(2-methyloxetane-2-carbonyl)-2,6-diazaspiro[3.4]octan-8-yl)methoxy)methyl)-6-(4-(trifluoromethyl)cyclohexyl)benzoic acid